C(C)C(C(=O)C(CCCCC)C(C(CCCC)CC)=O)CCCC di(2-ethylhexanoyl)hexane